tert-butyl (2-((8-bromo-6-chloro-1-(iodomethyl)-1,2,3,4-tetrahydronaphthalen-1-yl)oxy)ethyl)carbamate BrC=1C=C(C=C2CCCC(C12)(CI)OCCNC(OC(C)(C)C)=O)Cl